CN1C(C=2C(=CC1)C=NN2)=O 6-methyl-pyrazolo[3,4-c]Pyridin-7-one